[Si](C)(C)(C(C)(C)C)OC[C@@H]1C=C([C@H](NC1)C(=O)N)C (2S,5R)-5-(((tert-butyldimethylsilyl)oxy)methyl)-3-methyl-1,2,5,6-tetrahydropyridine-2-carboxamide